BrC1=CC2=C3N(N=C2C=C1)CC1(N(C3=O)C)CC1 9'-bromo-2'-methyl-4'H-spiro[cyclopropane-1,3'-pyrazino[1,2-b]indazol]-1'(2'H)-one